C(C1=CC=CC=C1)OCC1=NC2=C(N1COCC[Si](C)(C)C)C=CC=C2C(C(=O)OC)(F)F methyl 2-(2-((benzyloxy) methyl)-1-((2-(trimethylsilyl)ethoxy)methyl)-1H-benzo[d]imidazol-4-yl)-2,2-difluoroacetate